Cl.COC=1C=C2C(=CC=NC2=CC1OC)OC1=C(C=C(CN)C=C1)F 4-((6,7-dimethoxyquinolin-4-yl)oxy)-3-fluorobenzylamine hydrochloride